2-(3-((4-(3-((2-((1S)-1-((tetrahydro-2H-pyran-2-yl)oxy)ethyl)-1H-imidazol-1-yl)methyl)isoxazol-5-yl)phenyl)but-1,3-diyn-1-yl)azetidin-1-yl)acetamide O1C(CCCC1)O[C@@H](C)C=1N(C=CN1)CC1=NOC(=C1)C1=CC=C(C=C1)C#CC#CC1CN(C1)CC(=O)N